ClC=1C=C(C2=CN(N=C2C1)CC)N1C[C@@H](CC1)N(C)C (3R)-1-(6-chloro-2-ethylindazol-4-yl)-N,N-dimethylpyrrolidin-3-amine